FC(C1=C(C=CC=C1)C1(CC1)N)(F)F 1-(2-(trifluoromethyl)phenyl)cyclopropan-1-amine